Tert-butyl (1-(2,4-dimethoxybenzyl)-7-methoxy-1H-indazol-6-yl)carbamate COC1=C(CN2N=CC3=CC=C(C(=C23)OC)NC(OC(C)(C)C)=O)C=CC(=C1)OC